C(CCC)S(=O)(=O)O.C(=C)C=1NC=CN1 vinylimidazole butanesulfonate